C(C)(C)(C)OC(=O)NCC=1C=C(C=CC1)N1N=C(C=C1C(=O)NC=1C=C2CCN(CC2=CC1F)C(=O)OCCCC)C(F)(F)F butyl 6-(1-(3-((tert-butoxycarbonylamino)methyl)phenyl)-3-(trifluoromethyl)-1H-pyrazole-5-carboxamido)-7-fluoro-3,4-dihydroisoquinoline-2(1H)-carboxylate